NC1(CCCCC1)C(=O)O 1-amino-cyclohexane-carboxylic acid